CC=1N=NC2=C(C=CC=C2C1)C(=O)[O-] (E)-3-methylcinnoline-8-carboxylate